7-isopropoxy-4-(o-tolyl)quinolin C(C)(C)OC1=CC=C2C(=CC=NC2=C1)C1=C(C=CC=C1)C